(2R,4S)-1-tert-butoxy-carbonyl-4-methoxy-pyrrolidine-2-carboxylic acid C(C)(C)(C)OC(=O)N1[C@H](C[C@@H](C1)OC)C(=O)O